(S)-4-benzyl-3-(5-(6,7-dimethoxy-3-oxo-1,3-dihydronaphtho[2,3-c]furan-4-yl)pyridin-2-yl)oxazolidin-2-one C(C1=CC=CC=C1)[C@@H]1N(C(OC1)=O)C1=NC=C(C=C1)C1=C2C=C(C(=CC2=CC=2COC(C21)=O)OC)OC